ethylene-diamine C(CN)N